C1(CC1)C1=C(C(=NO1)C1=C(C=CC=C1Cl)Cl)COC12CCC(CC1)(CC2)C=2SC1=C(N2)C(=CC=C1)F 2-(4-((5-Cyclopropyl-3-(2,6-dichlorophenyl)isoxazol-4-yl)methoxy)bicyclo[2.2.2]octan-1-yl)-4-fluorobenzo[d]thiazol